O=C1NC(CCC1N1C(C2=CC=C(C=C2C1=O)N1CCC(CC1)CCO)=O)=O 2-(2,6-dioxo-3-piperidyl)-5-[4-(2-hydroxyethyl)-1-piperidyl]isoindoline-1,3-dione